tert-butyl ((3-cyano-1,5,5-trimethyl-4-oxocyclohex-2-en-1-yl)methyl)carbamate C(#N)C1=CC(CC(C1=O)(C)C)(C)CNC(OC(C)(C)C)=O